1-(6-chloro-2-methylpyrimidin-4-yl)-N-(6-chloro-4-methoxypyridin-3-yl)-3-(2-isopropylphenyl)azetidine-3-carboxamide ClC1=CC(=NC(=N1)C)N1CC(C1)(C(=O)NC=1C=NC(=CC1OC)Cl)C1=C(C=CC=C1)C(C)C